NC1=NC=2C=C(C=CC2C2=C1CC(O2)C)CN(C(=O)C=2C=NC(=CC2)C(F)(F)F)C=2C(=NC=CC2)S(=O)(=O)C N-({4-amino-2-methyl-2H,3H-furo[3,2-c]quinolin-7-yl}methyl)-N-(2-methanesulfonylpyridin-3-yl)-6-(trifluoromethyl)pyridine-3-carboxamide